C(CCC=C)C1=C(C=CC=C1)S(=O)(=O)N (pent-4-en-1-yl)benzenesulfonamide